2-isocyanato-1-methoxy-4-(trifluoromethyl)benzene N(=C=O)C1=C(C=CC(=C1)C(F)(F)F)OC